2-(5-bromo-2-isobutylphenyl)pyrido[3,4-d]Pyrimidin-8-amine BrC=1C=CC(=C(C1)C=1N=CC2=C(N1)C(=NC=C2)N)CC(C)C